3,4,5,6-tetrabromo-o-benzoquinone BrC=1C(C(C(=C(C1Br)Br)Br)=O)=O